6-(2-(3-Isopropylphenyl)pyridin-3-yl)-1-methyl-1H-benzo[d]imidazole C(C)(C)C=1C=C(C=CC1)C1=NC=CC=C1C=1C=CC2=C(N(C=N2)C)C1